Methyl (2R)-4-methyl-1-[2-[[(E)-3-[4-(trifluoromethyl)phenyl]prop-2-enoyl]amino]acetyl]piperazine-2-carboxylate CN1C[C@@H](N(CC1)C(CNC(\C=C\C1=CC=C(C=C1)C(F)(F)F)=O)=O)C(=O)OC